(3-hydroxyphenyl)(piperidin-1-yl)methanone OC=1C=C(C=CC1)C(=O)N1CCCCC1